2-(5-methoxy-2-oxobenzo[d]oxazol-3(2H)-yl)acetic acid COC=1C=CC2=C(N(C(O2)=O)CC(=O)O)C1